FC(S(=O)(=O)[O-])(F)F.C1(=CC=CC=C1)[S+](C1=CC=C(C=C1)CC(C)C)C1=CC=CC=C1 diphenyl-p-isobutylphenyl-sulfonium trifluoromethanesulfonic acid salt